C(OC[C@H]1O[C@@]([C@@H]2OC(O[C@@H]21)CC)(C#N)C2=CC=C1C(=NC=NN12)N)(OC(C)C)=O ((3aR,4R,6R,6aR)-6-(4-aminopyrrolo[2,1-f][1,2,4]triazin-7-yl)-6-cyano-2-ethyltetrahydrofuro[3,4-d][1,3]dioxol-4-yl)methyl isopropyl carbonate